CN1N=CC=C1C=1C=C2C(=NC1N1[C@@H](COCC1)C)C(=NS2)C(=O)NN (1-methyl-1H-pyrazol-5-yl)-5-[(3R)-3-methylmorpholin-4-yl]-[1,2]Thiazolo[4,5-b]Pyridine-3-carbohydrazide